benzyl 4-(4-acetyl-phenoxy)-piperidine-1-carboxylate C(C)(=O)C1=CC=C(OC2CCN(CC2)C(=O)OCC2=CC=CC=C2)C=C1